3-iodo-2-(5-methyl-[1,1'-biphenyl]-2-yl)-1-(benzenesulfonyl)-1H-pyrrolo[2,3-b]pyridine IC1=C(N(C2=NC=CC=C21)S(=O)(=O)C2=CC=CC=C2)C2=C(C=C(C=C2)C)C2=CC=CC=C2